2-(2,6-dioxopiperidin-3-yl)-N-(6-methoxyquinolin-3-yl)-1-oxoisoindoline-5-carboxamide O=C1NC(CCC1N1C(C2=CC=C(C=C2C1)C(=O)NC=1C=NC2=CC=C(C=C2C1)OC)=O)=O